NC1=C2CCCC2=C(C=2CCCC12)C#N 8-amino-1,2,3,5,6,7-hexahydros-indacene-4-carbonitrile